FC1=C(C=CC(=C1)F)SC=1C=C2C=NN(C2=CC1C(=O)NCCN(C)C)CC(C)C 5-((2,4-difluorophenyl)thio)-N-(2-(dimethylamino)ethyl)-1-isobutyl-1H-indazole-6-carboxamide